2-(2-Chlorobenzo[d]thiazol-6-yl)isothiazolidine 1,1-dioxide ClC=1SC2=C(N1)C=CC(=C2)N2S(CCC2)(=O)=O